C(#N)C1=CC=C(N2C(=CC(=C12)F)F)C=1C=NC=CC1SC1CCC1 1-((3-(8-cyano-1,3-difluoroindolizin-5-yl)pyridin-4-yl)thio)cyclobutane